[Cu+2].C(C=C)N1C=[NH+]C=C1 1-allylimidazolium copper salt